N-{4-(1-methylindol-3-yl)pyrimidin-2-yl}-6-methoxybenzene-1,3-diamine CN1C=C(C2=CC=CC=C12)C1=NC(=NC=C1)NC1=CC(=CC=C1OC)N